FC1(CCC(CC1)[C@H](NC(=O)C=1N(C=CN1)CCC(F)(F)F)C1=NC2=C(N1)C=CC(=C2)[C@@H](C)NC(CCC(F)(F)F)=O)F N-((S)-(4,4-Difluorocyclohexyl)(5-((R)-1-(4,4,4-trifluorobutanamido)ethyl)-1H-benzo[d]imidazol-2-yl)methyl)-1-(3,3,3-trifluoropropyl)-1H-imidazole-2-carboxamide